C(C)(C)(C)[C@H]1CN(C[C@H](N1)C)C=1N=NC(=CN1)C1=C(C=C(C=C1)C=1C=NNC1)O 2-{3-[(3s,5r)-3-tert-butyl-5-methylpiperazin-1-yl]-1,2,4-triazin-6-yl}-5-(1H-pyrazol-4-yl)phenol